(R,Z)-2-(3-((1-(5-(2-Fluoro-6-methylphenyl)-2-oxo-1H-pyrrolo[2,3-c]pyridin-3(2H)-ylidene)ethyl)amino)-5-methyl-1H-pyrazol-1-yl)propanenitrile FC1=C(C(=CC=C1)C)C=1C=C/2C(=CN1)NC(\C2=C(\C)/NC2=NN(C(=C2)C)[C@@H](C#N)C)=O